rel-2-(6-((4bR,8aR)-4b,7,7-trimethyl-2-((4-(4-methylpiperazin-1-yl)phenyl)amino)-4b,7,8,8a-tetrahydropyrano[3',4':4,5]pyrrolo[2,3-d]pyrimidin-9(5H)-yl)pyridin-2-yl)propan-2-ol C[C@]12[C@H](N(C=3N=C(N=CC31)NC3=CC=C(C=C3)N3CCN(CC3)C)C3=CC=CC(=N3)C(C)(C)O)CC(OC2)(C)C |o1:1,2|